2-(3-chloro-4-hydroxybenzoamido)-6-methyl-4,5,6,7-tetrahydrothieno[2,3-c]pyridine-3-carboxylic acid methyl ester COC(=O)C1=C(SC=2CN(CCC21)C)NC(C2=CC(=C(C=C2)O)Cl)=O